COC(C(CC1=CC(=CC=C1)C=CCO)F)=O 2-fluoro-3-(3-(3-hydroxy-prop-1-en-1-yl)phenyl)propionic acid methyl ester